4-bromo-2-(3-methyloxetan-3-yl)-6-nitroisoindoline BrC1=C2CN(CC2=CC(=C1)[N+](=O)[O-])C1(COC1)C